C1CCC(CC1)[C@@H](CCN2[C@H](C(=O)NC2=O)CCCCCCC(=O)O)O The molecule is a 7-[3-(3-cyclohexyl-3-hydroxypropyl)-2,5-dioxoimidazolidin-4-yl]heptanoic acid that is the (3R,4S)-enantiomer of BW 245C. It is an enantiomer of a (3S,4R)-BW 245C.